ClC1=NC(=CC(=N1)N(CCOCCC(=O)OC(C)(C)C)C)C tert-butyl 3-(2-((2-chloro-6-methylpyrimidin-4-yl)(methyl)amino)ethoxy)propanoate